(4-carbamoyl-benzyloxy)-9H-carbazole C(N)(=O)C1=CC=C(COC2=CC=CC=3C4=CC=CC=C4NC23)C=C1